ClC=1C=C(C(=O)OC)C=C(C1)Cl Methyl 3,5-dichlorobenzoate